3-[(3-hydroxyanilino)methyl]piperidine-2,6-dione OC=1C=C(NCC2C(NC(CC2)=O)=O)C=CC1